C(C)(C)(C)OC(=O)N[C@H]1CN(CC1)C(=O)NC1=NC(N(C=C1)C1=CC=C(CN2CCC(CC2)NC([O-])=O)C=C1)=O (R)-(1-(4-(4-(3-((tert-butoxycarbonyl)amino)pyrrolidine-1-carboxamido)-2-oxopyrimidin-1(2H)-yl)benzyl)piperidin-4-yl)carbamate